COCCCNC1=CC=CC(=N1)S(=O)(=O)NC(=O)C=1C(=NC=CC1)N1C(CC(C1)C)(C)C N-[[6-(3-Methoxypropylamino)-2-pyridyl]sulfonyl]-2-(2,2,4-trimethylpyrrolidin-1-yl)pyridin-3-carboxamid